The molecule is a 1,2-diacyl-sn-glycero-3-phosphoethanolamine in which the acyl groups at positions 1 and 2 are specified as (11Z,14Z)-icosadienoyl and (4Z,7Z,10Z,13Z,16Z)-docosapentaenoyl respectively. It has a role as a mouse metabolite. It derives from a (4Z,7Z,10Z,13Z,16Z)-docosa-4,7,10,13,16-pentaenoic acid and an (11Z,14Z)-icosadienoic acid. CCCCC/C=C\\C/C=C\\CCCCCCCCCC(=O)OC[C@H](COP(=O)(O)OCCN)OC(=O)CC/C=C\\C/C=C\\C/C=C\\C/C=C\\C/C=C\\CCCCC